C(CC)NC1=NC=C(C=O)C=C1 6-(PROPYLAMINO)NICOTINALDEHYDE